FC=1C=C(C=CC1CS(=O)(=O)C)C1=C(NC2=C(C=CC=C12)[C@H](C)N1C(OC2(CNC2)C1)=O)C(=O)O (S)-3-(3-fluoro-4-((methylsulfonyl)methyl)phenyl)-7-(1-(6-oxo-5-oxa-2,7-diazaspiro[3.4]oct-7-yl)ethyl)-1H-indole-2-carboxylic acid